C(C#C)C1=C(C(=O)N)C=C(C=C1NS(=O)(=O)C=C)NS(=O)(=O)C=C (prop-2-yn-1-yl)-3,5-di(vinylsulfonamido)benzamide